ClC1=C(C=NN1C1CCN(CC1)C(C)=O)[N+](=O)[O-] 1-(4-(5-chloro-4-nitro-1H-pyrazol-1-yl)piperidin-1-yl)ethanone